1-(5-(4-amino-5-fluoro-6-(trifluoromethyl)nicotinoyl)-2-(4-cyclopropyl-2-hydroxyphenyl)-2,3,4,5,5a,6,8,9-octahydro-7H-1,2,5,7-tetraazabenzo[cd]azulen-7-yl)prop-2-en-1-one NC1=C(C(=NC=C1C(=O)N1CCC=2N(N=C3CCN(CC1C23)C(C=C)=O)C2=C(C=C(C=C2)C2CC2)O)C(F)(F)F)F